[Al].[Co].[Ni] Nickel Cobalt Aluminum